ethyl (R)-6-(trifluoromethyl)-5,6,7,8-tetrahydroimidazo[1,2-a]pyridine-2-carboxylate FC([C@@H]1CCC=2N(C1)C=C(N2)C(=O)OCC)(F)F